4-[3-(2,4-dimethylbenzenesulfonyl)-5-oxo-4H,5H-[1,2,3]triazolo[1,5-a]quinazolin-8-yl]-1-methylpiperazin-2-one CC1=C(C=CC(=C1)C)S(=O)(=O)C=1N=NN2C1NC(C1=CC=C(C=C21)N2CC(N(CC2)C)=O)=O